CC1=CC(=NN1)NC1=NC(=NC2=CC=CC=C12)C=1C=CC(=NC1)N1CC2N(C(C1)C2)CC=2C=CC(=NC2)C#N 5-((3-(5-(4-((5-methyl-1H-pyrazol-3-yl)amino)quinazolin-2-yl)pyridin-2-yl)-3,6-diazabicyclo[3.1.1]heptan-6-yl)methyl)picolinonitrile